OCCC=1C=C(C=CC1)O 3-(2-hydroxyethyl)phenol